CO[Si]1(CCC1)OC 1,1-dimethoxysilacyclobutane